C(C)(C)(C)OC(=O)N1CCC(CC1)CN1C(C(=CC=C1)Br)=O 4-[(3-bromo-2-oxo-1,2-dihydropyridin-1-yl)methyl]Piperidine-1-carboxylic acid tert-butyl ester